C(CO)(=O)C=1C=C(C2=CC=CC=C2C1)N1C(=CC2=CC=CC=C12)C1=CC=CC=C1 N-(3-glycolylnaphthyl)-2-(phenyl)-indole